7'-fluoro-1'-methyl-5'-((5S)-5-methylpiperidin-2-yl)spiro[cyclopropane-1,3'-indolin]-2'-one FC=1C=C(C=C2C3(C(N(C12)C)=O)CC3)C3NC[C@H](CC3)C